C(#N)C[C@H]1[C@@H](C1)C(=O)NC=1N=CC2=C(N=C(C=C2C1)Cl)Cl |r| (±)-trans-2-(cyanomethyl)-N-(6,8-dichloro-2,7-naphthyridin-3-yl)cyclopropanecarboxamide